ClC1=CC=C(C(=N1)C(=O)NCCO)N[C@H](C)C=1C=C(C=C2C(C(C(=NC12)C1=CC=C(C=C1)OC)C)=O)C (R)-6-chloro-N-(2-hydroxyethyl)-3-((1-(2-(4-methoxyphenyl)-3,6-dimethyl-4-oxo-3,4-dihydroquinolin-8-yl)ethyl)amino)picolinamide